O[C@@]1([C@H](/C=C/[C@@H]([C@H](C(C(C[C@H](CC1)O)=O)=O)\C(\C)=C\C=C\[C@H](C)C1=NC=CC=C1)C)OC(=O)N1CCN(CC1)C(C)(C)C)C 4-tert-butylpiperazine-1-carboxylic acid [(2s,3s,4e,6s,7s,10s)-7,10-dihydroxy-3,7-dimethyl-12-oxo-2-[(2e,4e,6s)-6-pyridin-2-ylhept-2,4-dien-2-yl]-1-oxocyclododec-4-en-6-yl] ester